CC12NC=3C=C4C(=CC3C=C1CCC2)OC=C4 5a-Methyl-5a,6,7,8-tetrahydro-5H-cyclopenta[b]furo[2,3-g]quinoline